4-(2-(4-morpholinophenylamino)pyrimidin-4-yl)benzamide dihydrochloride monohydrate O.Cl.Cl.O1CCN(CC1)C1=CC=C(C=C1)NC1=NC=CC(=N1)C1=CC=C(C(=O)N)C=C1